C(CCC)C1CC(=CC(C1)O)C 5-Butyl-3-methyl-2-cyclohexen-1-ol